OC1=C(C=C(C=C1C(C)(C)C)C)N1N=C2C(=N1)C=CC(=C2)Cl 2-(2-hydroxy-3'-tert-butyl-5'-methylphenyl)-5-chlorobenzotriazole